(1r,4r)-4-(3-chloroanilino)-2'-{3-[(pyridin-4-yl)sulfanyl]propyl}-2',3'-dihydrospiro[cyclohexane-1,1'-indene]-4-carboxylic acid ClC=1C=C(NC2(CCC3(C(CC4=CC=CC=C34)CCCSC3=CC=NC=C3)CC2)C(=O)O)C=CC1